2-(trifluoromethyl)-4-((1R,4R)-5-(4-(trifluoromethyl)benzoyl)-2,5-diazabicyclo[2.2.1]heptan-2-yl)benzonitrile FC(C1=C(C#N)C=CC(=C1)N1[C@H]2CN([C@@H](C1)C2)C(C2=CC=C(C=C2)C(F)(F)F)=O)(F)F